C(C)OC(=O)C1=CC=CC2=C1N(C(=N2)OCC)CC2=CC=C(C=C2)C2=C(C=CC=C2)C#N 1-[(2'-cyanobiphenyl-4-yl)methyl]-2-ethoxy-1H-benzimidazole-7-carboxylic acid ethyl ester